3-((tert-butylsulfinyl)imino)-3H-spiro[furo[2,3-b]pyridine-2,4'-piperidine]-1'-carboxylic acid tert-butyl ester C(C)(C)(C)OC(=O)N1CCC2(CC1)C(C=1C(=NC=CC1)O2)=NS(=O)C(C)(C)C